rac-2-Chloro-4-{4-[(6-chloro-imidazo[1,5-a]pyridin-5-yl)-hydroxy-methyl]-5-methyl-[1,2,3]triazol-1-yl}-phenol ClC1=C(C=CC(=C1)N1N=NC(=C1C)[C@H](O)C1=C(C=CC=2N1C=NC2)Cl)O |r|